2,4-dimethyl-N-((6-methyl-4-(methylthio)-2-oxo-1,2-dihydropyridin-3-yl)methyl)-2-(piperidin-4-yl)-7-(6-thiomorpholinopyridin-3-yl)benzo[d][1,3]dioxole-5-carboxamide hydrochloride Cl.CC1(OC2=C(O1)C(=CC(=C2C)C(=O)NCC=2C(NC(=CC2SC)C)=O)C=2C=NC(=CC2)N2CCSCC2)C2CCNCC2